COC=1C=C(C=C(C1)OC)C1CCC=2C(=NNC2C1)C1=C(C=NN1C)[N+](=O)[O-] 6-(3,5-dimethoxyphenyl)-3-(1-methyl-4-nitro-1H-pyrazol-5-yl)-4,5,6,7-tetrahydro-1H-indazole